CCCCCCCCCCCCCCCCCCCCCCCCOC[C@H](COP(=O)([O-])OCC[N+](C)(C)C)OC(=O)CCCCCC/C=C\C/C=C\C/C=C\C/C=C\CC 1-tetracosyl-2-(8Z,11Z,14Z,17Z-eicosatetraenoyl)-sn-glycero-3-phosphocholine